C1(CC1)C1=NNC(=N1)C1CC2(CN(C2)C(=O)N2CC3(C2)CC(C3)CC3=NC=C(N=C3OC)C(F)(F)F)C1 [6-(3-cyclopropyl-1H-1,2,4-triazol-5-yl)-2-azaspiro[3.3]heptan-2-yl]-[6-[[3-methoxy-5-(trifluoromethyl)pyrazin-2-yl]methyl]-2-azaspiro[3.3]heptan-2-yl]methanone